O1C(COC2=C1C=CC=C2)C2=CC=C(CN1CCCC1)C=C2 1-[4-(2,3-dihydro-1,4-benzodioxin-2-yl)benzyl]pyrrolidine